5-(2-Amino-3-cyclopropylpyridin-4-yl)-1H-indazol-3-amine NC1=NC=CC(=C1C1CC1)C=1C=C2C(=NNC2=CC1)N